2-amino-9-((2R,3R,5S)-3-hydroxy-5-((S)-1-hydroxypropyl)tetrahydrofuran-2-yl)-7-((S)-2-hydroxypropyl)-7,9-dihydro-1H-purine-6,8-dione NC=1NC(C=2N(C(N(C2N1)[C@@H]1O[C@@H](C[C@H]1O)[C@H](CC)O)=O)C[C@H](C)O)=O